ClC1=C2C(=NC=C1)NC(=C2C=2C=CC(=C(C2)NC(C=C)=O)C)C2=CC=C(C=C2)OCCN(C)C N-(5-(4-chloro-2-(4-(2-(dimethylamino)ethoxy)phenyl)-1H-pyrrolo[2,3-b]pyridin-3-yl)-2-methylphenyl)acrylamide